aluminum (oxy)hydroxide O(O)O.[Al]